N-cetyl trimethylenediamine dodecanoate C(CCCCCCCCCCC)(=O)O.C(CCCCCCCCCCCCCCC)NCCCN